S(N)(=O)(=O)N amidosulfamic acid